(R)-N-(8-methylisoquinolin-1-yl)-3-(5-oxo-5-(pyridin-4-ylamino)pent-1-yn-1-yl)-N-(piperidin-3-yl)benzamide CC=1C=CC=C2C=CN=C(C12)N(C(C1=CC(=CC=C1)C#CCCC(NC1=CC=NC=C1)=O)=O)[C@H]1CNCCC1